N-[6-[[1-(oxetan-3-yl)-4-piperidyl]oxy]pyridazin-3-yl]-1,1-diphenyl-methanimine O1CC(C1)N1CCC(CC1)OC1=CC=C(N=N1)N=C(C1=CC=CC=C1)C1=CC=CC=C1